tert-Butyl 2-((((9H-fluoren-9-yl)methoxy) carbonyl)amino)-4-(4-(trifluoromethyl) phenyl)butanoate C1=CC=CC=2C3=CC=CC=C3C(C12)COC(=O)NC(C(=O)OC(C)(C)C)CCC1=CC=C(C=C1)C(F)(F)F